C1=CC2=CC=C3C=CC4=CC=C5C=CC6=CC=C1C1=C6C5=C4C3=C21 coronene